(R)-6-(tert-butyl)-3-chloro-2-(3-methoxypropoxy)-6,7-dihydropyrazolo[1,5-a]pyrazine C(C)(C)(C)[C@H]1N=CC=2N(C1)N=C(C2Cl)OCCCOC